(Z)-N'-(6-chloro-2-methylpyrimidin-4-yl)-4-(1,4,4,4-tetrafluoro-3-(3,4,5-trichlorophenyl)but-1-en-1-yl)-2-(trifluoromethyl)benzoyl-hydrazine ClC1=CC(=NC(=N1)C)NNC(C1=C(C=C(C=C1)/C(=C/C(C(F)(F)F)C1=CC(=C(C(=C1)Cl)Cl)Cl)/F)C(F)(F)F)=O